methyl 2-(2'-chloro-5'-methoxy-6-methyl-[4,4'-bipyridine]-3-carboxamido)thiazolo[4,5-b]pyrazine-6-carboxylate ClC1=NC=C(C(=C1)C1=C(C=NC(=C1)C)C(=O)NC=1SC=2C(=NC=C(N2)C(=O)OC)N1)OC